C(C)C(CCCCCC)OCCO 2-[(1-ethylheptyl)oxy]ethanol